4-(benzyloxy)-7-bromoindole C(C1=CC=CC=C1)OC1=C2C=CNC2=C(C=C1)Br